BrC=1N=C(N(N1)C1=NC=C(C=C1)OCC(F)F)C(C)NC(C1=CC(=CC(=C1)C(F)(F)F)C(F)(F)C1CC1)=O N-[1-[5-bromo-2-[5-(2,2-difluoroethoxy)-2-pyridyl]-1,2,4-triazol-3-yl]ethyl]-3-[cyclopropyl(difluoro)methyl]-5-(trifluoromethyl)benzamide